3-isopropyl-5-(1-((3-methyloxetan-3-yl)methyl)piperidin-4-yl)-2-(2-methylpyridin-4-yl)-1H-indole C(C)(C)C1=C(NC2=CC=C(C=C12)C1CCN(CC1)CC1(COC1)C)C1=CC(=NC=C1)C